bis-(dit-butylphenyl)iodonium C(C)(C)(C)C=1C(=C(C=CC1)[I+]C1=C(C(=CC=C1)C(C)(C)C)C(C)(C)C)C(C)(C)C